(S)-1-(tert-Butoxycarbonyl)piperidine-2-carboxylic acid C(C)(C)(C)OC(=O)N1[C@@H](CCCC1)C(=O)O